COC(=O)C1=CC=NC2=CC=C(C=C12)C(F)F 6-(difluoromethyl)quinoline-4-carboxylic acid methyl ester